C(C1=CC=CC=C1)SC1=CC=C(C=C1)NC(=O)C1(CC2=CC=CC=C2C1)NC(OC(C)(C)C)=O tert-butyl 2-(4-(benzylthio)phenylcarbamoyl)-2,3-dihydro-1H-inden-2-ylcarbamate